CC(C)(OCCN)OCCN 2,2'-(propane-2,2-diylbis(oxy))bis(ethane-1-amine)